CC(CN[C@@H]1CCC=2C=C(C(=C(C2C1)F)N1CC(NS1(=O)=O)=O)O)(CN1CCCC1)C 5-[(7R)-7-{[2,2-dimethyl-3-(pyrrolidin-1-yl)propyl]amino}-1-fluoro-3-hydroxy-5,6,7,8-tetrahydronaphthalen-2-yl]-1λ6,2,5-thiadiazolidine-1,1,3-trione